ClC=1C=CC2=C([C@H](C[C@H](O2)C(=O)NC23CCC(CC2)(CC3)NC(COC3=CC(=C(C=C3)Cl)F)=O)O)C1 (2S,4S)-6-chloro-N-{4-[2-(4-chloro-3-fluorophenoxy)acetamido]bicyclo[2.2.2]oct-1-yl}-4-hydroxy-3,4-dihydro-2H-1-benzopyran-2-carboxamide